tetra(hydroxy)silane O[Si](O)(O)O